C(#N)C1=C(C=C(C=C1)N1C(N(C(C1=O)(C)C)C1=CC(=C(C(=O)OC[C@@H](CO)O)C=C1)F)=S)C(F)(F)F (R)-2,3-dihydroxypropyl 4-(3-(4-cyano-3-(trifluoromethyl) phenyl)-5,5-dimethyl-4-oxo-2-thioxoimidazolidin-1-yl)-2-fluorobenzoate